C(C=1C(O)=CC=CC1)(=O)NNC(C=1C(O)=CC=CC1)=O bis(salicyloyl)hydrazine